C(C)[C@@]1(CC[C@@]2([C@H]3CC[C@@]4([C@H]([C@@H](C[C@H]4[C@@H]3CC[C@H]2C1)C)[C@H](C)CC[C@@H](C(C)C)O)C)C)O (3S,5S,8R,9S,10S,13S,14S,16R,17S)-3-ethyl-17-((2R,5S)-5-hydroxy-6-methylheptan-2-yl)-10,13,16-trimethylhexadecahydro-1H-cyclopenta[a]phenanthren-3-ol